(1r,3r)-3-(((((9H-fluoren-9-yl)methoxy)carbonyl)amino)methyl)cyclobutane C1=CC=CC=2C3=CC=CC=C3C(C12)COC(=O)NCC1CCC1